ClC1=C(C=C(OCC(=O)N[C@H]2CC[C@@H](N(C2)C(=O)OC(C)(C)C)C(NNC(=O)C2CC(C2)OC(F)(F)F)=O)C=C1)F tert-butyl (2R,5S)-5-[[2-(4-chloro-3-fluoro-phenoxy)acetyl]amino]-2-[[[(1S,3S)-3-(trifluoromethoxy)cyclobutanecarbonyl]amino]carbamoyl]piperidine-1-carboxylate